FC=1C=C(C=CC1F)N(C(=O)C=1C=CC=2N(C1)C(=CN2)C=2C=CC(=NC2)NC(OC)=O)CC methyl N-[5-[6-[(3,4-difluorophenyl)-ethyl-carbamoyl]imidazo[1,2-a]pyridin-3-yl]-2-pyridyl]carbamate